FC(C(=O)O)(F)F.FC(C=1C=C2CN(CC2=CC1)C1=NC=CC(=N1)C1=NC=CC(=N1)C#CC=1C=C2C=NNC2=CC1)(F)F 5-((2'-(5-(Trifluoromethyl)isoindolin-2-yl)-[2,4'-bipyrimidin]-4-yl)ethynyl)-1H-indazole trifluoroacetate